BrC=1C(=NC(=CC1)OC1CC1)C#N 3-bromo-6-cyclopropyloxycyanopyridine